Cl.NC1CCC(CC1)OC1=C2C=C(C=NC2=CC(=N1)N1CCOCC1)NS(=O)(=O)C N-[5-(4-aminocyclohexoxy)-7-morpholino-1,6-naphthyridin-3-yl]methanesulfonamide hydrochloride